C(C)(CC)C1C(NC2=C(CN1C(=O)C1=NN(C=C1)C)C=CC=C2)=O 3-(sec-butyl)-4-(1-methyl-1H-pyrazole-3-carbonyl)-1,3,4,5-tetrahydro-2H-benzo[1,4]diazepin-2-one